ClC=1C=CC2=C(C(C[C@@H](O2)C(=O)NC23CC(C2)(C3)NC(COC=3C=NC(=NC3)OC)=O)=O)C1 (2R)-6-chloro-N-(3-{2-[(2-methoxypyrimidin-5-yl)oxy]acetamido}bicyclo[1.1.1]pentan-1-yl)-4-oxo-3,4-dihydro-2H-1-benzopyran-2-carboxamide